ClC=1C=C(C=C(C1)OC)NC(=O)C=1C=C(SC1)C(=O)NC1=CC(=CC=C1)NS(=O)(=O)C N4-(3-chloro-5-methoxyphenyl)-N2-(3-(methylsulfonamido)phenyl)thiophene-2,4-dicarboxamide